3-([1,1'-biphenyl]-3-yl)propene C1(=CC(=CC=C1)CC=C)C1=CC=CC=C1